BrC1=C(C(=O)OC)C=CC=C1C#N methyl 2-bromo-3-cyanobenzoate